OCC(C1=CC=CC=C1)NC(=O)C1=CN(C=C1)C1=NC(=NC=C1C)NC1=CC=C(C=C1)N1CCC(CC1)N1CCNCC1 N-(2-hydroxy-1-phenylethyl)-1-(5-methyl-2-((4-(4-(piperazin-1-yl)piperidin-1-yl)-phenyl)amino)pyrimidin-4-yl)-1H-pyrrole-3-carboxamide